1-Ethyl 2-[2-[2-(4-nitroindol-1-yl)ethoxy]ethoxy]acetate [N+](=O)([O-])C1=C2C=CN(C2=CC=C1)CCOCCOCC(=O)OCC